C1CCN2CCCC(C12)N octahydroindolizin-8-amine